OC(C(=O)N1CC2=C(CCC1)N=C(NC2=O)C2(CC2)C2=CC=CC=C2)C2=CC(=CC=C2)C=2C=NC1=CC=CC=C1C2 6-(2-hydroxy-2-(3-(quinolin-3-yl)phenyl)acetyl)-2-(1-phenylcyclopropyl)-3,5,6,7,8,9-hexahydro-4H-pyrimido[5,4-c]azepin-4-one